7-(3,5-Difluoropyridin-2-yl)-8-(((S)-3-hydroxy-2-methoxypropyl)thio)-6-(trifluoromethyl)quinazoline-2,4(1H,3H)-dione FC=1C(=NC=C(C1)F)C1=C(C=C2C(NC(NC2=C1SC[C@H](CO)OC)=O)=O)C(F)(F)F